N1CCC2=CC(=CC=C12)C1=NN2C(C(N1C(C)C)=O)=NC=C2C=2C=NNC2 2-(Indolin-5-yl)-3-isopropyl-7-(1H-pyrazol-4-yl)imidazo[2,1-f][1,2,4]triazin-4(3H)-one